(2R,3R)-2,3-Difluoro-N-(2-(piperidin-1-yl)-4-(4-(trifluoromethyl)phenethyl)phenyl)octanamid F[C@H](C(=O)NC1=C(C=C(C=C1)CCC1=CC=C(C=C1)C(F)(F)F)N1CCCCC1)[C@@H](CCCCC)F